(3S)-1-({5-bromo-[1,3]thiazolo[5,4-b]pyridin-7-yl}methyl)-3-methylpiperidine BrC1=CC(=C2C(=N1)SC=N2)CN2C[C@H](CCC2)C